N(=C=S)[Ru-](N=C=S)N=C=S tris(isothiocyanato)-ruthenium (II)